5-acetoxy-6-hydroxyindole-2-carboxylic acid C(C)(=O)OC=1C=C2C=C(NC2=CC1O)C(=O)O